2'-{6-amino-5-[(1S)-1-(2-chlorophenyl)ethoxy]pyridin-3-yl}-N-ethyl-5',6'-dihydrospiro[pyrrolidine-3,4'-pyrrolo[1,2-b]pyrazole]-1-carboxamide NC1=C(C=C(C=N1)C=1C=C2N(N1)CCC21CN(CC1)C(=O)NCC)O[C@@H](C)C1=C(C=CC=C1)Cl